(S)- and (R)-3-(2-((2,4-dichlorophenethyl)amino)-2-phenylacetyl)-N-methyl-1H-indole-6-carboxamide ClC1=C(CCN[C@H](C(=O)C2=CNC3=CC(=CC=C23)C(=O)NC)C2=CC=CC=C2)C=CC(=C1)Cl |r|